COC(=O)N1CC(C1)OC1=NC=CC=C1C=1C=NN2C1N=C(C=C2)NCCN(C)C(=O)OC(C)(C)C Methyl-3-[[3-[5-[2-[tert-butoxycarbonyl(methyl)amino]ethylamino]pyrazolo[1,5-a]pyrimidin-3-yl]-2-pyridyl]oxy]azetidine-1-carboxylate